2-(3-{[(3S,4S)-3-fluoro-2,2,6,6-tetramethylpiperidin-4-yl]amino}-1,2,4-triazin-6-yl)-5-(1H-pyrazol-4-yl)pyridin-3-ol trihydrochloride Cl.Cl.Cl.F[C@@H]1C(NC(C[C@@H]1NC=1N=NC(=CN1)C1=NC=C(C=C1O)C=1C=NNC1)(C)C)(C)C